FC=1C=C(COC2=CC(=C(C=C2F)N2C[C@@H](CC2)O)F)C=CC1F (R)-1-(4-((3,4-difluorobenzyl)oxy)-2,5-difluorophenyl)pyrrolidin-3-ol